CC1=C(C=C(C=C1)NC(C1=C(C=C(C=C1)C1CCN(CC1)CCC)C(F)(F)F)=O)NC1=NC=CC(=N1)C=1C=NC=CC1 N-[4-Methyl-3-(4-pyridin-3-yl-pyrimidin-2-ylamino)-phenyl]-4-(1-propyl-piperidin-4-yl)-2-trifluoromethyl-benzamide